C(C)(C)(C)C1=CC(=NC=C1)C1=NC=CC(=C1)C(C)(C)C 4,4'-di(tert-butyl)-2,2'-bipyridine